4-isoquinolyl-boronic acid C1=NC=C(C2=CC=CC=C12)B(O)O